OCC1=CC=C(C=C1)N1N=C(C(=C1)NC(=O)C=1N=C(OC1)C1=CC(=NC=C1)N(C(OC(C)(C)C)=O)CC(F)(F)F)C(NC)=O tert-butyl N-[4-[4-[[1-[4-(hydroxymethyl)phenyl]-3-(methylcarbamoyl)pyrazol-4-yl]carbamoyl]oxazol-2-yl]-2-pyridyl]-N-(2,2,2-trifluoroethyl)carbamate